trimethylbenzoylbenzene CC1=C(C(=C(C=C1)C(C1=CC=CC=C1)=O)C)C